4'-[3-Tert-butylamino-2-hydroxy-propoxy]-3,4-methylenedioxy-chalcone C(C)(C)(C)NCC(COC1=CC=C(C(/C=C/C2=CC3=C(C=C2)OCO3)=O)C=C1)O